oxazolo[4,5-c]-quinolin-4-amine O1C=NC=2C(=NC=3C=CC=CC3C21)N